5-(3-chloro-4-fluoro-phenyl)-2-(3,4-dichlorophenyl)-1-ethyl-6-methyl-4-oxo-pyridine-3-carboxylic acid ClC=1C=C(C=CC1F)C=1C(C(=C(N(C1C)CC)C1=CC(=C(C=C1)Cl)Cl)C(=O)O)=O